3-Amino-7-chloro-4-(7-fluoro-1H-indazol-4-yl)-6,8-dimethyl-1H-1,5-naphthyridin-2-one NC=1C(NC2=C(C(=C(N=C2C1C1=C2C=NNC2=C(C=C1)F)C)Cl)C)=O